(2R,6R)-4-({2-[(2-ethylpyridin-3-yl)oxy]-6-fluorophenyl}methyl)-6-methyl-1-(2-methylpropanoyl)-N-{[4-(pyrimidin-2-yl)phenyl]methyl}piperazine-2-carboxamide C(C)C1=NC=CC=C1OC1=C(C(=CC=C1)F)CN1C[C@@H](N([C@@H](C1)C)C(C(C)C)=O)C(=O)NCC1=CC=C(C=C1)C1=NC=CC=N1